tert-butyl (2R)-2-{[(tert-butoxycarbonyl)(3,3-dimethylbutyl)amino]methyl}-4-fluoro-6-hydroxy-5-(1,1,4-trioxo-1λ6,2,5-thiadiazolidin-2-yl)-2,3-dihydro-1H-indole-1-carboxylate C(C)(C)(C)OC(=O)N(CCC(C)(C)C)C[C@@H]1N(C2=CC(=C(C(=C2C1)F)N1S(NC(C1)=O)(=O)=O)O)C(=O)OC(C)(C)C